5-ethyladamantane-2-amine C(C)C12CC3C(C(CC(C1)C3)C2)N